2-(4-(1-naphthamido)piperidin-1-yl)acetic acid C1(=CC=CC2=CC=CC=C12)C(=O)NC1CCN(CC1)CC(=O)O